palladium hypoiodite I[O-].[Pd+2].I[O-]